2-chloro-4-(4-chloro-2,3-difluoro-phenyl)-7-methyl-pteridine ClC1=NC2=NC(=CN=C2C(=N1)C1=C(C(=C(C=C1)Cl)F)F)C